[Si](C)(C)(C(C)(C)C)N1C(CC1=O)C(=O)O (tert-butyl(dimethyl)silyl)-4-oxoazetidine-2-carboxylic acid